phenyl (4-chloro-2,6-diethylphenyl)carbamate ClC1=CC(=C(C(=C1)CC)NC(OC1=CC=CC=C1)=O)CC